ClC=1C(=CC(=C(C1)S(=O)(=O)NC=1SC=NN1)F)OC1=C2C=NN(C2=C(C=C1)Cl)C 5-chloro-4-((7-chloro-1-methyl-1H-indazol-4-yl)oxy)-2-fluoro-N-(1,3,4-thiadiazol-2-yl)benzenesulfonamide